ClC1=NN2C(C(=N1)NC1CCCC1)=CC=C2[C@H]2[C@@H]([C@@H]([C@H](O2)CO[C@](COC)(C)P(O)(O)=O)O)O ((R)-2-(((2R,3S,4R,5S)-5-(2-chloro-4-(cyclopentylamino)pyrrolo[2,1-f][1,2,4]triazin-7-yl)-3,4-dihydroxytetrahydrofuran-2-yl)methoxy)-1-methoxypropan-2-yl)phosphonic acid